2-fluoro-N-((1r,4r)-4-methoxycyclohexyl)-3-(thiazol-5-yl)benzamide FC1=C(C(=O)NC2CCC(CC2)OC)C=CC=C1C1=CN=CS1